BrC(CCP(O)(=O)CCC(=O)OCC)(C)C (3-bromo-3-methylbutyl)(3-ethoxy-3-oxopropyl)phosphinic acid